N-(4'-(methoxymethyl)-[1,1'-biphenyl]-4-yl)-2-(pyridin-2-yl)cyclopropane-1-carboxamide COCC1=CC=C(C=C1)C1=CC=C(C=C1)NC(=O)C1C(C1)C1=NC=CC=C1